6-(4-Chlorophenyl)-3-oxo-2-(pyridin-3-yl)-N-(4,4,4-trifluoro-3-hydroxybutan-2-yl)-2,3-dihydropyridazine-4-carboxamide ClC1=CC=C(C=C1)C=1C=C(C(N(N1)C=1C=NC=CC1)=O)C(=O)NC(C)C(C(F)(F)F)O